C[Si](N(C(=O)N(C)C)CC=C)(OC)OC methyldimethoxy(N-allyl-N',N'-dimethylureido)silane